C1=NC=CC2=C1NC1=CC=CC=C21 pyridino[3,4-b]indol